α-(2-(4-chlorophenyl)ethyl)-α-(1,1-dimethylethyl)-1H-1,2,4-triazole-1-ethanol ClC1=CC=C(C=C1)CCC(CN1N=CN=C1)(O)C(C)(C)C